alpha-Aminosuberic acid NC(C(=O)O)CCCCCC(=O)O